sodium 4,8-diamino-1,5-dihydroxy-9,10-dioxoanthracene-2-sulfonate NC1=CC(=C(C=2C(C3=C(C=CC(=C3C(C12)=O)O)N)=O)O)S(=O)(=O)[O-].[Na+]